C(C)OC(=O)N1CCCN(CCC1)C1CCC(CC1)(C1=CC=CC=C1)C#N 5-(4-cyano-4-phenylcyclohexyl)-1,5-diazacyclooctane-1-carboxylic acid ethyl ester